3-[3,5-di(1,1-dimethylethyl)-4-hydroxyphenyl]-propionate CC(C)(C)C=1C=C(C=C(C1O)C(C)(C)C)CCC(=O)[O-]